NC(CNCC1CN(C(O1)=O)C=1C=CC=2OCC(NC2N1)=O)C1CC2=CC=CC(=C2C1)Cl 6-[5-[[[2-amino-2-(4-chloro-2,3-dihydro-1H-inden-2-yl)ethyl]amino]methyl]-2-oxo-1,3-oxazolidin-3-yl]-4H-pyrido[3,2-b][1,4]oxazin-3-one